Butyl-5-(diaminomethylene)-3-(2-(5-methyl-2,4-dioxo-3,4-dihydropyrimidin-1(2H)-yl)spiro[3.5]nonan-7-yl)pyrimidine-2,4,6(1H,3H,5H)-trione C(CCC)N1C(N(C(C(C1=O)=C(N)N)=O)C1CCC2(CC(C2)N2C(NC(C(=C2)C)=O)=O)CC1)=O